N-((3R,4S)-1-(2-aminoethyl)-3-methylpiperidin-4-yl)-5-isopropoxy-6-(1H-pyrazol-4-yl)-[1,2,4]triazolo[1,5-a]pyrazin-2-amine NCCN1C[C@H]([C@H](CC1)NC1=NN2C(C=NC(=C2OC(C)C)C=2C=NNC2)=N1)C